COC(=O)[C@H]1NC(C2=NC3=CC=CC=C3C2C1)(CO)CO (3S)-1,1-dimethylol-tetrahydro-β-carboline-3-carboxylic acid methyl ester